N-(3-(5-(piperidin-1-yl)-1H-benzo[d]imidazol-2-yl)-1H-pyrazol-4-yl)-7H-pyrrolo[2,3-d]pyrimidin-4-amine N1(CCCCC1)C1=CC2=C(NC(=N2)C2=NNC=C2NC=2C3=C(N=CN2)NC=C3)C=C1